2,2,2-trifluoro-acetaldehyde FC(C=O)(F)F